benzyl 1-((tert-butoxycarbonyl) amino)-3-oxocyclobutanecarboxylate C(C)(C)(C)OC(=O)NC1(CC(C1)=O)C(=O)OCC1=CC=CC=C1